Tricyclo[4.3.2.02,5]undecan C12C3CCC3C(CCC1)CC2